C(=CC)N1C[C@@H](CCC1)N1N=C(C=2C1=NC=NC2N)C2=CC=C(C1=C2OCO1)NC(=O)C1=CC2=CC=CC=C2C=C1 (R)-N-(7-(1-(1-propenylpiperidin-3-yl)-4-amino-1H-pyrazolo[3,4-d]pyrimidin-3-yl)benzo[d][1,3]dioxol-4-yl)-2-naphthamide